1-benzyl-1'-(4-methoxybenzyl)-7'-methyl-3',4'-dihydro-1'H-spiro[pyrrolidine-3,2'-[1,8]naphthyridine] C(C1=CC=CC=C1)N1CC2(N(C3=NC(=CC=C3CC2)C)CC2=CC=C(C=C2)OC)CC1